N-(N,N-dimethyl-1,2,3,4-tetrahydro-2-aminodibenzo-fur-8-yl)-3-chlorobenzenesulfonamide CN(C1CC2=C(OC3=C2C=C(C=C3)NS(=O)(=O)C3=CC(=CC=C3)Cl)CC1)C